NC1=C(C=C(C=N1)NC(C(=O)N1C[C@H](N(C[C@@H]1C1=CC=C(C=C1)F)C(=O)OC(C)(C)C)C)=O)C1COC1 (2R,5S)-tert-butyl 4-(2-((6-amino-5-(oxetan-3-yl)pyridin-3-yl)amino)-2-oxoacetyl)-5-(4-fluorophenyl)-2-methylpiperazine-1-carboxylate